N-(3-bromo-2-chloro-phenyl)-5-formyl-pyridine-2-carboxamide BrC=1C(=C(C=CC1)NC(=O)C1=NC=C(C=C1)C=O)Cl